(±)-1-methyl-4-(2,4,6-trimethoxyphenyl)-3-piperidinone CN1CC([C@H](CC1)C1=C(C=C(C=C1OC)OC)OC)=O |r|